Cl.CNC(=O)C=1N=CNC1NC N-methyl-5-(methylamino)-1H-imidazole-4-carboxamide monohydrochloride